1-Ethyl-3-methylimidazoliumtrithiate C(C)N1C([N+](C(=C1)C([O-])=S)(C([O-])=S)C)C([O-])=S